(S)-(+)-alpha-methoxy-alpha-(trifluoromethyl)phenylacetylchloride CO[C@](C(=O)Cl)(C(F)(F)F)C1=CC=CC=C1